methyl (R)-4-(2-(difluoromethoxy) phenyl)-2-(fluoromethyl)-5-oxo-1,4,5,7-tetrahydrofuro[3,4-b]pyridine-3-carboxylate FC(OC1=C(C=CC=C1)[C@@H]1C2=C(NC(=C1C(=O)OC)CF)COC2=O)F